NCC=1C=CC(=NC1)NC(OC(C)(C)C)=O t-butyl (5-(aminomethyl)pyridin-2-yl)carbamate